ClC=1C(=NC=CC1C=1C(=NN(C1)COCC[Si](C)(C)C)C)N 3-chloro-4-(3-methyl-1-{[2-(trimethylsilyl)ethoxy]methyl}-1H-pyrazol-4-yl)pyridin-2-amine